C(C=C)(=O)N1C[C@@H](N(CC1)C=1C2=C(N(C(N1)=O)C=1C=C3C=CC(=CC3=CC1)C)N=C(C(=C2)F)C2=C(C=CC=C2O)F)C 4-((S)-4-acryloyl-2-methylpiperazin-1-yl)-6-fluoro-7-(2-fluoro-6-hydroxyphenyl)-1-(2-Methylnaphthalen-6-yl)pyrido[2,3-d]pyrimidin-2(1H)-one